8-amino-4-hydroxy-3-((4-nitrophenyl)diazenyl)naphthalene-2-sulfonic acid sodium salt [Na+].NC=1C=CC=C2C(=C(C(=CC12)S(=O)(=O)[O-])N=NC1=CC=C(C=C1)[N+](=O)[O-])O